ClC1=NN2C(C(NC3=CC(=CC=C23)CN2CC(C(=CC2)C=2C=NC(=CC2)C(=O)NC)C)=O)=C1 1'-((2-chloro-4-oxo-4,5-dihydropyrazolo[1,5-a]quinoxalin-7-yl)methyl)-N,3'-dimethyl-1',2',3',6'-tetrahydro-[3,4'-bipyridine]-6-carboxamide